ClC1=C(C=C(C=O)C=C1)N1C(NC(CC1)=O)=O 4-chloro-3-(2,4-diOxotetrahydropyrimidin-1(2H)-yl)benzaldehyde